C(C)(C)(C)C(C1=CC=C(C=C1)Cl)(C1=CC=C(C=C1)C)O alpha-tert.-Butyl-4-chloro-4'-methylbenzhydrol